O[C@@H]1[C@H](COC1)N1C=C(C=2N(C(C=CC21)=O)C)C2=CC(=CC(=C2)OC2=CC=C(C=C2)C(F)(F)F)C 1-[(3S,4R)-4-hydroxyoxolan-3-yl]-4-methyl-3-{3-methyl-5-[4-(trifluoromethyl)phenoxy]-phenyl}-1H,4H,5H-pyrrolo[3,2-b]pyridin-5-one